The molecule is a long-chain fatty acid that is octadecanoic (stearic) acid substituted at positions 12 and 18 by hydroxy groups. It is an omega-hydroxy fatty acid and a hydroxyoctadecanoic acid. It is a conjugate acid of a 12,18-dihydroxyoctadecanoate. C(CCCCCC(=O)O)CCCCC(CCCCCCO)O